2,3-dicyano-5,6-dichloro-p-benzoquinone C(#N)C=1C(C(=C(C(C1C#N)=O)Cl)Cl)=O